((trifluoromethyl)thio)benzo[d]thiazole FC(SC=1SC2=C(N1)C=CC=C2)(F)F